6-chloro-3-[[(1R)-1-[3,6-dimethyl-2-(2-methylimidazo[1,2-a]pyridin-6-yl)-4-oxo-benzopyran-8-yl]ethyl]amino]pyridine-2-carboxylic acid tert-butyl ester C(C)(C)(C)OC(=O)C1=NC(=CC=C1N[C@H](C)C1=CC(=CC=2C(C(=C(OC21)C=2C=CC=1N(C2)C=C(N1)C)C)=O)C)Cl